OCCOCCN(CCOCCO)CCOCCO Tris-[2-(2-hydroxy-ethoxy)-ethyl]amine